FC(C1=CC2=C(C(=N1)C1=C(C=CC=C1)OCC(F)(F)F)CN(C2=O)C=2C=NC(=CC2)C(C)(C)O)F 6-(difluoromethyl)-2-[6-(2-hydroxypropan-2-yl)pyridin-3-yl]-4-[2-(2,2,2-trifluoroethoxy)phenyl]-2,3-dihydro-1H-pyrrolo[3,4-c]pyridin-1-one